ClC1=CC=C(C=C1)C1=CC2=C(N=CN(C2=O)[C@@H](C)C(C)(C)O)C(=N1)C=1C=NC=CC1 (S)-6-(4-chlorophenyl)-3-(3-hydroxy-3-methylbutan-2-yl)-8-(pyridin-3-yl)pyrido[3,4-d]pyrimidin-4(3H)-one